methyl N-(tert-butoxycarbonyl)-N-(3-chloro-5-(pyrimidin-2-yl)benzyl)glycinate C(C)(C)(C)OC(=O)N(CC(=O)OC)CC1=CC(=CC(=C1)C1=NC=CC=N1)Cl